ethyl 4-bromo-3,5-diethoxybenzoate BrC1=C(C=C(C(=O)OCC)C=C1OCC)OCC